3-(3-phenylphenyl)aniline C1(=CC=CC=C1)C=1C=C(C=CC1)C=1C=C(N)C=CC1